C(C)(C)(C)C(C(=O)O)=C.C(C=C)(=O)OCCCC butyl acrylate (tert-butyl acrylate)